2-benzyl 1-(tert-butyl) (2S,4R)-4-(azidomethyl)-4-fluoropyrrolidine-1,2-dicarboxylate N(=[N+]=[N-])C[C@]1(C[C@H](N(C1)C(=O)OC(C)(C)C)C(=O)OCC1=CC=CC=C1)F